(5R)-2-isopropylidene-5-methyl-cyclopentanecarboxylic acid ethyl ester C(C)OC(=O)C1C(CC[C@H]1C)=C(C)C